Cl.N1(N=CC2=CC=CC=C12)C=1C(=NC=CC1)[C@H](CC1=C(C=CC(=N1)CCO)F)N (S)-2-(6-{2-[3-(1H-Indazol-1-yl)pyridine-2-yl]-2-aminoethyl}-5-fluoropyridine-2-yl)-ethan-1-ol hydrochloride